N-(4-(6-amino-5-(2-(methylamino)ethoxy)pyrimidin-4-yl)-3-(hydroxymethyl)pyridin-2-yl)-6'-fluoro-2',3'-dihydrospiro[cyclopropane-1,1'-indene]-5'-carboxamide NC1=C(C(=NC=N1)C1=C(C(=NC=C1)NC(=O)C=1C=C2CCC3(C2=CC1F)CC3)CO)OCCNC